1-(3-bromo-5-fluorophenyl)dibenzo[b,d]Furan BrC=1C=C(C=C(C1)F)C1=CC=CC=2OC3=C(C21)C=CC=C3